(5-bromo-6-chloropyridin-3-yl)methanol BrC=1C=C(C=NC1Cl)CO